(R)-N-[(1R)-1-{5-ethyl-2-methoxy-9-methylbenzo[c]2,7-naphthyridin-7-yl}ethyl]-2-methylpropane-2-sulfinamide C(C)C1=NC2=C(C3=CC(=NC=C13)OC)C=C(C=C2[C@@H](C)N[S@](=O)C(C)(C)C)C